ClC=1C=CC=2CC3C(C2C1)(C3)C3=CN=CN3 5-(3-chloro-6,6a-dihydro-1aH-cyclopropa[1,2-a]inden-1a-yl)-1H-imidazole